C(CC(C)C)(=O)OC1(CCC(CC1)C(C)C)C 1R-(-)-menthyl isovalerate